C1(CC1)C=1C(=NC=CC1)C=1C=C(C=CC1C)NC(=O)N1C2CCCC1C2 N-(3-(3-cyclopropylpyridin-2-yl)-4-methylphenyl)-6-azabicyclo[3.1.1]heptane-6-carboxamide